9-methyl-6-(morpholin-4-yl)-2-[3-(pyridin-3-yl)-1H-pyrazol-1-yl]-8-(pyridin-4-yl)-9H-purine CN1C2=NC(=NC(=C2N=C1C1=CC=NC=C1)N1CCOCC1)N1N=C(C=C1)C=1C=NC=CC1